9-(pyrrolidin-1-yl)-8-(trifluoromethyl)pyrido[2,3-b]phenazine-5,12-dione N1(CCCC1)C1=C(C=C2N=C3C(C4=C(C(C3=NC2=C1)=O)N=CC=C4)=O)C(F)(F)F